perfluoro-1,6-hexanediol diacrylate C(C=C)(=O)OC(C(C(C(C(C(OC(C=C)=O)(F)F)(F)F)(F)F)(F)F)(F)F)(F)F